The molecule is an organic phosphonate that is the disoproxil ester of tenofovir. A prodrug for tenofovir, an HIV-1 reverse transcriptase inhibitor, tenofovir disoproxil is used as the fumaric acid salt in combination therapy for the treatment of HIV infection. It has a role as a prodrug, a HIV-1 reverse transcriptase inhibitor and an antiviral drug. It derives from a tenofovir (anhydrous). C[C@H](CN1C=NC2=C(N=CN=C21)N)OCP(=O)(OCOC(=O)OC(C)C)OCOC(=O)OC(C)C